C(C)(C)(C)OC(=O)N1CC2=NN(C(=C2C1)C1=C(C=CC=C1)C)CC1=CC(=CC=C1)O 2-(3-hydroxybenzyl)-3-(o-tolyl)-4,6-dihydropyrrolo[3,4-c]pyrazole-5(2H)-carboxylic acid tert-butyl ester